3-(5-bromo-3-methyl-2-oxo-2,3-dihydro-1H-benzo[d]imidazole-1-yl)piperidine-2,6-dione BrC1=CC2=C(N(C(N2C)=O)C2C(NC(CC2)=O)=O)C=C1